C[Si]1(CCC(CC1)NC(=O)C1=CC=2C(=NC=C(C2)C2=CC=CC=C2)N1)C N-(1,1-dimethylsilinan-4-yl)-5-phenyl-1H-pyrrolo[2,3-b]pyridine-2-carboxamide